BrC=1C=C(C=CC1)N1CCC2(CN(C2)C(=O)OC(C)(C)C)CC1 tert-butyl 7-(3-bromophenyl)-2,7-diazaspiro[3.5]nonane-2-carboxylate